[1-(Thiazol-4-ylmethyl)-4-piperidyl]methanamine tert-Butyl-N-[[1-(thiazol-2-ylmethyl)-4-piperidyl]methyl]carbamate C(C)(C)(C)OC(NCC1CCN(CC1)CC=1SC=CN1)=O.S1C=NC(=C1)CN1CCC(CC1)CN